1-(5-(5-chloro-2-methoxypyridin-4-yl)-1H-pyrazole-3-carbonyl)-N-((1-methyl-2-oxoindolin-5-yl)methyl)piperidine-4-carboxamide ClC=1C(=CC(=NC1)OC)C1=CC(=NN1)C(=O)N1CCC(CC1)C(=O)NCC=1C=C2CC(N(C2=CC1)C)=O